3-ethyl-4-formyl-1-trityl-1H-imidazole C(C)N1CN(C=C1C=O)C(C1=CC=CC=C1)(C1=CC=CC=C1)C1=CC=CC=C1